octane-8-Thiocarboxylic acid ethyl ester C(C)OC(=S)CCCCCCCC